BrC=1C=C2C(=C(NC2=CC1)C1=CC=C(C=C1)F)CC(=O)N1CCN(CC1)C(\C=C\C1=C(C=CC=C1)C)=O (E)-1-(4-(2-(5-bromo-2-(4-fluorophenyl)-1H-indol-3-yl)acetyl)piperazin-1-yl)-3-(2-methylphenyl)prop-2-en-1-one